[Na+].OC=1C=C(C=2C=CC3=C(C=C(C=4C=CC1C2C43)S(=O)(=O)[O-])S(=O)(=O)[O-])S(=O)(=O)[O-].[Na+].[Na+] 8-hydroxypyrene-1,3,6-trisulfonic acid sodium salt